NC(C#N)C1=CC(=CC(=C1)OC(F)(F)F)Cl 2-amino-2-(3-chloro-5-(trifluoromethoxy)phenyl)acetonitrile